C(C)(C)(C)OC(=O)N1CC(C2=CC=CC=C12)(C)CC(=O)OC Tert-butyl-3-(2-methoxy-2-oxoethyl)-3-methylindoline-1-carboxylate